F[C@@H]1[C@H](CN(CC1)C=1C=CC(=NC1)NC=1C2=C(C(=NC1)C1=C3C(=NC=C1)N(C=C3)C)CNC2=O)O 7-((5-((3S,4S)-4-fluoro-3-hydroxypiperidin-1-yl)pyridin-2-yl)amino)-4-(1-methyl-1H-pyrrolo[2,3-b]pyridin-4-yl)-2,3-dihydro-1H-pyrrolo[3,4-c]pyridin-1-one